4-propylhept-2,3-dien-1-yl isopropyl carbonate C(OCC=C=C(CCC)CCC)(OC(C)C)=O